tert-butyl (S)-4,4-difluoro-2-formylpyrrolidine-1-carboxylate FC1(C[C@H](N(C1)C(=O)OC(C)(C)C)C=O)F